ClC1=CC=C2C(N(C(N(C2=C1)C1CCN(CC1)C=O)=O)CC1=CC(=C(C=C1)OC)OC)=O 4-[7-chloro-3-(3,4-dimethoxybenzyl)-2,4-dioxo-3,4-dihydroquinazolin-1(2H)-yl]piperidine-1-carbaldehyde